trans-N1,N2-dimethyl-1,2-cyclohexanediamine CN[C@H]1[C@@H](CCCC1)NC